ClC=1C(=C(C=CC1)NC1=C(C(=O)N)C=CC=C1)C 2-((3-chloro-2-methylphenyl)amino)benzamide